6-chloro-8-(2-fluoro-4-(trifluoromethyl)phenyl)-2,3-dimethylpyrimido[5,4-d]pyrimidin-4(3H)-one ClC=1N=C(C=2N=C(N(C(C2N1)=O)C)C)C1=C(C=C(C=C1)C(F)(F)F)F